N-(tosyl)-3-((2,6-dimethylbenzyl)oxy)-4-methylbenzamide S(=O)(=O)(C1=CC=C(C)C=C1)NC(C1=CC(=C(C=C1)C)OCC1=C(C=CC=C1C)C)=O